CN(C)C[C@@H]1CN(CC[C@]1(C1=CC(=CC=C1)OC)O)C(=O)OC(C)(C)C tert-butyl (3R,4S)-3-((dimethylamino)methyl)-4-hydroxy-4-(3-methoxyphenyl)piperidine-1-carboxylate